FC(S(=O)(=O)NC1=CC=C(COC2=CC=C(C=C2)C=2N=CN(C2)C(=O)OC(C)(C)C)C=C1)F tert-butyl 4-(4-((4-(difluoromethylsulfonamido)benzyl)oxy)phenyl)-1H-imidazole-1-carboxylate